NC1=C2C(=NC=N1)N(N=C2C2=CC=C(CNC(C1=C(C=CC(=C1)F)OC)=O)C=C2)C2COC(CC2)CO N-(4-(4-amino-1-(6-(hydroxymethyl)tetrahydro-2H-pyran-3-yl)-1H-pyrazolo[3,4-d]pyrimidin-3-yl)benzyl)-5-fluoro-2-methoxybenzamide